6-bromo-1-cyclopropyl-4-fluoro-1H-benzimidazole BrC=1C=C(C2=C(N(C=N2)C2CC2)C1)F